C(C)(C)(C)OC(=O)N1CC(CCC1)C(C(=O)OC)=NNC1=CC(=C(C=C1)OCC1=NC=CC=C1)Cl 3-(1-(2-(3-chloro-4-(pyridine-2-ylmethoxy)phenyl)hydrazono)-2-methoxy-2-oxoethyl)piperidine-1-carboxylic acid tert-butyl ester